2-(4-((5-([1,1'-biphenyl]-2-carboxamido)-4-carbamoyl-1H-imidazol-2-yl)methyl)phenoxy)acetic acid C=1(C(=CC=CC1)C(=O)NC1=C(N=C(N1)CC1=CC=C(OCC(=O)O)C=C1)C(N)=O)C1=CC=CC=C1